3-(4-{1-[(tert-butyldimethylsilyl)oxy]cyclopropyl}phenyl)-6-[4-(propan-2-yloxy)phenyl]imidazo[1,2-a]pyridine [Si](C)(C)(C(C)(C)C)OC1(CC1)C1=CC=C(C=C1)C1=CN=C2N1C=C(C=C2)C2=CC=C(C=C2)OC(C)C